1-{2-[3-(difluoromethyl)-5-methyl-1H-pyrazol-1-yl]acetyl}-4-fluoro-N-{[6-fluoro-5-(propan-2-yl)pyridin-2-yl](phenyl)methyl}pyrrolidine-2-carboxamide FC(C1=NN(C(=C1)C)CC(=O)N1C(CC(C1)F)C(=O)NC(C1=CC=CC=C1)C1=NC(=C(C=C1)C(C)C)F)F